N1C[C@@H]([C@H](C1)O)O (3S,4S)-pyrrolidin-3,4-diol